tert-Butyl N-{2-[(4-{[1,4,7,10-tetrakis({[1-(benzyloxy)-6-oxopyridin-2-yl]methyl})-1,4,7,10-tetraazacyclododecan-2-yl]methyl}phenyl)carbamoyl]ethyl}carbamate C(C1=CC=CC=C1)ON1C(=CC=CC1=O)CN1C(CN(CCN(CCN(CC1)CC=1N(C(C=CC1)=O)OCC1=CC=CC=C1)CC=1N(C(C=CC1)=O)OCC1=CC=CC=C1)CC=1N(C(C=CC1)=O)OCC1=CC=CC=C1)CC1=CC=C(C=C1)NC(=O)CCNC(OC(C)(C)C)=O